ClC=1C(=C2C(=NC1C)CN(C2)C(=O)[C@H]2CN(CC2)C=2C=NC=C(C2)OC(F)F)C (3-chloro-2,4-dimethyl-5,7-dihydropyrrolo[3,4-b]pyridin-6-yl)-[(3R)-1-[5-(difluoromethoxy)-3-pyridinyl]pyrrolidin-3-yl]methanone